C(CCCCC)C1=CC(=C(C(=O)O)C=C1)C.C1(=CC=C(C=C1)C(=O)OCCCCCC)C hexyl p-toluate (4-hexyl methylbenzoate)